diisopropyl [1-(1-amino-1-phenylmethyl)-2-oxopropyl] phosphate P(=O)(OC(C)C)(OC(C)C)OC(C(C)=O)C(C1=CC=CC=C1)N